2-amino-6-chloro-pyridine-3-carboxamide NC1=NC(=CC=C1C(=O)N)Cl